S-(N-Phenylethyladenosyl)-L-homocystein C1(=CC=CC=C1)CCNC=1C=2N=CN([C@H]3[C@H](O)[C@H](O)[C@@H](CSCC[C@H](N)C(=O)O)O3)C2N=CN1